C1(=CC=CC=C1)CCCC(=O)NCCCOC1=CC=C2CCC3(C2=C1)CCC(CC3)C(=O)[O-] 6'-[3-(4-phenylbutanamido)propoxy]-2',3'-dihydrospiro[cyclohexane-1,1'-indene]-4-carboxylate